(2-(4-(trifluoromethyl)phenyl)butyrylamino)-3-methylthiophene-2,4-dicarboxylic acid 2-tert-butyl 4-methyl ester COC(=O)C=1C(=C(SC1NC(C(CC)C1=CC=C(C=C1)C(F)(F)F)=O)C(=O)OC(C)(C)C)C